NC(C(=O)NC(C(=O)O)CC(C)C)C(C)C 2-(2-amino-3-methylbutanamido)-4-methylpentanoic acid